BrC=1C(=NOC1C)COC 4-bromo-3-(methoxymethyl)-5-methyl-isoxazole